COC=1C=C(C=CC1)C=1C=C(SC1)C=1NC=2C(=C3C=CC=NC3=C3N=CC=CC23)N1 2-(4-(3-methoxyphenyl)thiophene-2-yl)-1H-imidazo[4,5-f][1,10]phenanthroline